N-((4-fluorobenzofuran-7-yl)methyl)-3-(pyridazin-3-yl)pyridin-2-amine FC1=CC=C(C2=C1C=CO2)CNC2=NC=CC=C2C=2N=NC=CC2